Triethylphosphine tetra(phenyl)borate C1(=CC=CC=C1)[B-](C1=CC=CC=C1)(C1=CC=CC=C1)C1=CC=CC=C1.C(C)P(CC)CC